N=1N(N=CC1)[C@H]1[C@@H](CC1)C=1C=C(N)C=CC1Cl 3-(trans-2-(2H-1,2,3-triazol-2-yl)cyclobutyl)-4-chloroaniline